rac-(1S*,2S*)-2-(3-chlorophenyl)-N-(2-chloropyrimidin-4-yl)cyclopropane-1-carboxamide ClC=1C=C(C=CC1)[C@@H]1[C@H](C1)C(=O)NC1=NC(=NC=C1)Cl |r|